CC1(C2=C(CN(CC1)CCC)C=C(C=C2)C2=CC=C(C=C2)C(F)(F)F)C 5,5-dimethyl-2-propyl-8-(4-(trifluoromethyl)phenyl)-2,3,4,5-tetrahydro-1H-benzo[c]azepine